C(#N)CN1N=CC(=C1)C=1N=C(C=2N(C1)N=CC2F)N2C([C@]([C@@H](C2)C)(C#N)C2CC2)=O (3R,4S)-1-[6-[1-(cyanomethyl)pyrazol-4-yl]-3-fluoropyrazolo[1,5-a]pyrazin-4-yl]-3-cyclopropyl-4-methyl-2-oxopyrrolidine-3-carbonitrile